6-fluoro-N-methyl-5-(1,4-dioxa-8-azaspiro[4.5]decan-8-yl)picolinamide FC1=C(C=CC(=N1)C(=O)NC)N1CCC2(OCCO2)CC1